ClC=1C(=C(C#N)C=CC1)CC1=C(C(=CC(=C1)C)C)OCCN1CCOCC1 3-Chloro-2-(3,5-dimethyl-2-(2-morpholinylethoxy)benzyl)benzonitrile